COC1=C(C=CC=C1)C1CC2(C1)CCN(CC2)C(=O)OC(C)(C)C tert-Butyl 2-(2-methoxyphenyl)-7-azaspiro[3.5]nonane-7-carboxylate